C(C)(C)(C)OC(CN(C1(CN(CCN(C1)CC(=O)OC(C)(C)C)CC(OC(C)(C)C)=O)CCCCC(=O)O)CC(OC(C)(C)C)=O)=O 5-(6-(bis(2-(tert-butoxy)-2-oxoethyl)amino)-1,4-bis(2-(tert-butoxy)-2-oxoethyl)-1,4-diazacycloheptan-6-yl)pentanoic acid